N1=CC(=CC=C1)CNC(=O)[C@@H]1CN(CC[C@H]1NC(=O)C1=NOC(=C1)C1=C(C=C(C=C1)F)F)C1CCCCC1 (3R,4R)-1-cyclohexyl-4-{[5-(2,4-difluoro-phenyl)-isoxazole-3-carbonyl]-amino}-piperidine-3-carboxylic acid (pyridin-3-ylmethyl)-amide